CN1C2(CN(C2)C(=O)OC(C)(C)C)CCC1 tert-Butyl 5-methyl-2,5-diazaspiro[3.4]octane-2-carboxylate